N-(4-bromophenyl)-2H-benzopyran-3-carboxamide BrC1=CC=C(C=C1)NC(=O)C=1COC2=C(C1)C=CC=C2